1-methyl-4-((2-methoxypyrimidin-6-yl)amino)-7-chloro-N-(4-methoxybenzenesulfonyl)-indole-2-carboxamide sodium salt [Na].CN1C(=CC2=C(C=CC(=C12)Cl)NC1=CC=NC(=N1)OC)C(=O)NS(=O)(=O)C1=CC=C(C=C1)OC